C1(CC1)C1=NC=NC(=C1C=1N=CC2=C(N1)C(=CN2)CC2=CC(=C(C=C2)C=2N(C=C(N2)C(C)(F)F)C)C)OC 2-(4-cyclopropyl-6-methoxy-pyrimidin-5-yl)-7-[[4-[4-(1,1-difluoroethyl)-1-methyl-imidazol-2-yl]-3-methyl-phenyl]methyl]-5H-pyrrolo[3,2-d]pyrimidine